1-((S)-2-cyclohexyl-2-((S)-2-(methylamino)propionamido)acetyl)pyrrolidine-2-carboxamide hydrobromide Br.C1(CCCCC1)[C@@H](C(=O)N1C(CCC1)C(=O)N)NC([C@H](C)NC)=O